N,N-dimethyl-6-(5-(trichloromethyl)-1,2,4-oxadiazol-3-yl)nicotinamide CN(C(C1=CN=C(C=C1)C1=NOC(=N1)C(Cl)(Cl)Cl)=O)C